OC1(CNCC1)C(=O)NC1=CC=C(C=C1)NC1=NC=CC(=N1)NC1=NC(=NC=C1)C1=NC(=CC=C1)C 3-hydroxy-N-[4-[[4-[[2-(6-methyl-2-pyridyl)pyrimidin-4-yl]amino]pyrimidin-2-yl]amino]phenyl]pyrrolidine-3-carboxamide